(S)-1-amino-4-(4-((5-fluoro-4-methylpyridin-2-yl)carbamoyl)phenyl)-2-(piperidin-2-yl)-1H-imidazole-5-carboxamide NN1C(=NC(=C1C(=O)N)C1=CC=C(C=C1)C(NC1=NC=C(C(=C1)C)F)=O)[C@H]1NCCCC1